NC1=C(C=C(C=N1)C=1C=C2N(N1)CC[C@@]21CN(CC1)C(=O)NC(C)C=1C(=NN(C1C)C)C)C(F)(F)F (3S)-2'-[6-amino-5-(trifluoromethyl)pyridin-3-yl]-N-[1-(1,3,5-trimethyl-1H-pyrazol-4-yl)ethyl]-5',6'-dihydro-1H-spiro[pyrrolidine-3,4'-pyrrolo[1,2-b]pyrazole]-1-carboxamide